N1CCC(CC1)CN1C(NC2=C1C=CC=C2)=O 1-(piperidin-4-ylmethyl)-1,3-dihydro-2H-benzo[d]imidazol-2-one